(R)-8-(methylsulfonyl)-3-(2-(4-(4-nitrophenyl)piperazin-1-yl)ethyl)-2-oxa-8-azaspiro[4.5]decan-1-one CS(=O)(=O)N1CCC2(C[C@@H](OC2=O)CCN2CCN(CC2)C2=CC=C(C=C2)[N+](=O)[O-])CC1